(4Z)-4-[3-(2,5-dichloro-4,6-dimethyl-1-oxidopyridin-1-ium-3-yl)-2H-1,2,4-oxadiazol-5-ylidene]-2-hydroxy-6-nitrocyclohexa-2,5-dien-1-one ClC1=[N+](C(=C(C(=C1C=1NO\C(\N1)=C\1/C=C(C(C(=C1)[N+](=O)[O-])=O)O)C)Cl)C)[O-]